N-methylhexacosanamide heptacosanate C(CCCCCCCCCCCCCCCCCCCCCCCCCC)(=O)O.CNC(CCCCCCCCCCCCCCCCCCCCCCCCC)=O